ClC1=CC=C(C(=N1)C=1C=NN(C1)C)NC(C)C=1C=2C3=C(N(C(C2C=C(C1)C)=O)C)N(N=C3)C3CNCC3 9-(1-((6-chloro-2-(1-methyl-1H-pyrazol-4-yl)pyridin-3-yl)amino)ethyl)-4,7-dimethyl-3-(pyrrolidin-3-yl)-3,4-dihydro-5H-pyrazolo[3,4-c]isoquinolin-5-one